(1S,2R)-(-)-2-AMINOCYCLOHEX-3-ENECARBOXYLIC ACID C1C[C@@H]([C@@H](C=C1)N)C(=O)O